4-[2-(3,5-dihydroxyphenyl)ethenyl]phenyl xylopyranoside O(C1[C@H](O)[C@@H](O)[C@H](O)CO1)C1=CC=C(C=C1)C=CC1=CC(=CC(=C1)O)O